(4-nitro-1,2,3-triazol-2-yl)-2-amino-tetrazole [N+](=O)([O-])C1=NN(N=C1)C=1N=NN(N1)N